FC(C1=CC=C(C=C1)S(=O)(=O)[O-])(F)F 4-trifluoromethylbenzenesulphonate